[Na].C(CC)OC(=O)C1=CC=C(O)C=C1 propylparaben Sodium